1-((6-((3-(hydroxymethyl)-4-nitrobenzyl)oxy)hexanoyl)oxy)-2,5-dioxopyrrolidine-3-sulfonic acid sodium salt [Na+].OCC=1C=C(COCCCCCC(=O)ON2C(C(CC2=O)S(=O)(=O)[O-])=O)C=CC1[N+](=O)[O-]